lithium dioxanate borate B([O-])(O)O.O1C(COCC1)C(=O)O.[Li+]